C(C)O[C@]1(OOCCN)[C@@H]([C@@H](O)[C@@H](O)[C@H](O1)CO)NC(C)=O (aminoethoxy) ethoxy-2-(acetylamino)-2-deoxy-β-D-galactopyranoside